N1(C=NC=C1)C1=NC(=CC(=N1)C(=O)NC1(CCCCC1)C)C(F)(F)F 2-(1H-imidazol-1-yl)-N-(1-methylcyclohexyl)-6-(trifluoromethyl)pyrimidine-4-carboxamide